5,10,15,20-tetrakis(4-(2,4-diaminotriazinyl)phenyl)porphyrin NN1NC=C(C(=N1)N)C1=CC=C(C=C1)C=1C2=CC=C(N2)C(=C2C=CC(C(=C3C=CC(=C(C=4C=CC1N4)C4=CC=C(C=C4)C=4C(=NN(NC4)N)N)N3)C3=CC=C(C=C3)C=3C(=NN(NC3)N)N)=N2)C2=CC=C(C=C2)C=2C(=NN(NC2)N)N